2-(Hydroxymethyl)-6-(2-(methylthio)ethyl)pyrrolo[3,4-f]isoindole-1,3,5,7(2H,6H)-tetraone OCN1C(C2=CC=3C(N(C(C3C=C2C1=O)=O)CCSC)=O)=O